nickel-manganese carbonate C([O-])([O-])=O.[Mn+2].[Ni+2].C([O-])([O-])=O